The molecule is a symmetrical oxalamide-based bis-quaternary ammonium ion having ethyl and 2-chlorobenzyl groups attached to the nitrogens. It has a role as an EC 3.1.1.8 (cholinesterase) inhibitor. CC[N+](CC)(CCNC(=O)C(=O)NCC[N+](CC)(CC)CC1=CC=CC=C1Cl)CC2=CC=CC=C2Cl